N-[2-(3-methoxyphenyl)propan-2-yl]propionamide COC=1C=C(C=CC1)C(C)(C)NC(CC)=O